BrC1=C(C=2CC3=CC(=CC=C3OC2C=C1)Br)C1=CC=2N(C3=CC=CC=C3C2C=C1)C1=CC=CC=C1 2,7-dibromo(9-phenyl-9H-carbazole-2-yl)-9H-xanthene